e-adipic acid C(CCCCC(=O)O)(=O)O